tert-Butyl 4-((1-(2-(3-((2,4-dioxotetrahydropyrimidin-1(2H)-yl)methyl)-2-oxopyridin-1(2H)-yl)ethyl)piperidin-4-yl)oxy)piperidine-1-carboxylate O=C1N(CCC(N1)=O)CC=1C(N(C=CC1)CCN1CCC(CC1)OC1CCN(CC1)C(=O)OC(C)(C)C)=O